dithiocarbamic acid sodium salt [Na+].C(N)([S-])=S